F.CP(C)CCCCCCCCCCCCCCCCCCCCCC P,P-dimethyl-behenylphosphine hydrofluoride